C1=CC(=CC=C1NN=C(C#N)C#N)OC(F)(F)F The molecule is a hydrazone that is hydrazonomalononitrile in which one of the hydrazine hydrogens is substituted by a p-trifluoromethoxyphenyl group. It has a role as an ionophore and an ATP synthase inhibitor. It is a hydrazone, a nitrile, an organofluorine compound and an aromatic ether. It derives from a hydrazonomalononitrile.